ClC1=CC=C(C(=N1)C(=O)NS(=O)(=O)C)N[C@H](C)C=1C=C(C=C2C(N(C(=NC12)N1CC2=NC=CC=C2C1)C)=O)F (R)-6-chloro-3-((1-(2-(5,7-dihydro-6H-pyrrolo[3,4-b]pyridin-6-yl)-6-fluoro-3-methyl-4-oxo-3,4-dihydroquinazolin-8-yl)ethyl)amino)-N-(methylsulfonyl)picolinamide